C1(=CC=C(C=C1)C=1OC(=CN1)C1=CC=CC=C1)C=1OC(=CN1)C1=CC=CC=C1 2,2'-p-phenylen-bis(5-phenyloxazole)